ClC1=NC=C(C(=C1)C=1C=NC=CC1C(=O)NC=1SC(=NN1)C#CC1=NNC(=C1)C)OC 3-(2-chloro-5-methoxy-4-pyridinyl)-N-[5-[2-(5-methyl-1H-pyrazol-3-yl)ethynyl]-1,3,4-thiadiazol-2-yl]pyridine-4-carboxamide